N1(CCCC1)C(=O)C1CCN(CC1)C (1-methylpiperidin-4-yl) (pyrrolidin-1-yl) ketone